6-((1,4-dioxaspiro[4.5]decan-8-yl)amino)-7-bromo-1-(2,2,2-trifluoroethyl)-1H-imidazo[4,5-c]pyridine-2-carbonitrile O1CCOC12CCC(CC2)NC2=C(C1=C(C=N2)N=C(N1CC(F)(F)F)C#N)Br